COC(=O)C1CC(N(CC1)C(=O)C1=NN(C(=C1)C1=CC(=NC=C1F)OC)COCC[Si](C)(C)C)(C)C [5-(5-fluoro-2-methoxypyridin-4-yl)-1-[[2-(trimethylsilyl)ethoxy]methyl]pyrazole-3-carbonyl]-2,2-dimethylpiperidine-4-carboxylic acid methyl ester